FC=1C=C(C=CC1)[C@@H](N[S@@](=O)C(C)(C)C)[C@H]1C(NC2=C(N1)N=CC=C2)=O (S)-N-[(R)-(3-fluorophenyl)-[(3S)-2-oxo-3,4-dihydro-1H-pyrido[2,3-b]pyrazin-3-yl]methyl]-2-methyl-propane-2-sulfinamide